C(C1=CC=CC=C1)O[C@@H]1[C@@H](N([C@@H]2CC[C@H]12)C(=O)OCC1=CC=CC=C1)C(=O)OC 2-benzyl 3-methyl (1R,3R,4S,5S)-4-(benzyloxy)-2-azabicyclo[3.2.0]heptane-2,3-dicarboxylate